Pyridinium Tribromide [Br-].[Br-].[Br-].[NH+]1=CC=CC=C1.[NH+]1=CC=CC=C1.[NH+]1=CC=CC=C1